[Mo].[Ni].[Fe] iron-Nickel-molybdenum